C[C@]12CC3(CC(C[C@@](C1)(C3)C)C2)NC(NC2=C(C=C(C(=O)N3CCC(CC3)C(=O)NCC(C)O)C=C2)F)=O 1-(4-(3-((1r,3R,5S,7r)-3,5-dimethyladamantan-1-yl)ureido)-3-fluorobenzoyl)-N-(2-hydroxypropyl)piperidine-4-carboxamide